ethyl (3S)-3-[7-(chloromethyl)-1-benzothiophen-5-yl]-3-(4-chloro-1-methyl-1H-benzotriazol-5-yl)propanoate ClCC1=CC(=CC=2C=CSC21)[C@H](CC(=O)OCC)C2=C(C1=C(N(N=N1)C)C=C2)Cl